C(CC)C(COC)(COC)CCC(C)C 2-propyl-2-isopentyl-1,3-dimethoxypropane